6-Chloro-3-((1-(2-(4-(methoxycarbonyl)piperazin-1-yl)-3,6-dimethyl-4-oxo-3,4-dihydroquinazolin-8-yl)ethyl)amino)picolinic acid ClC1=CC=C(C(=N1)C(=O)O)NC(C)C=1C=C(C=C2C(N(C(=NC12)N1CCN(CC1)C(=O)OC)C)=O)C